(S)-4-(3-(1-acryloylazetidin-3-yl)-1,2,3,4,4a,5-hexahydrobenzo[b]pyrazino[1,2-d][1,4]oxazin-8-yl)-6-(1-(oxirane-3-yl)-1H-pyrazol-4-yl)pyrazolo[1,5-a]pyridine-3-carbonitrile C(C=C)(=O)N1CC(C1)N1CC2N(C3=C(OC2)C=C(C=C3)C=3C=2N(C=C(C3)C=3C=NN(C3)[C@@H]3CO3)N=CC2C#N)CC1